CN(\N=C/C=1C=C(C(=CC1)O)O)C1=NC=CC=N1 (Z)-4-((2-methyl-2-(pyrimidin-2-yl)hydrazono)methyl)benzene-1,2-diol